ClC=1C=CC2=C(N(CC(O2)C(=O)NC23CC(C2)(C3)NC(COC3=CC(=C(C=C3)Cl)F)=O)S(=O)(=O)C3=CC=C(C=C3)OC)C1 6-chloro-N-{3-[2-(4-chloro-3-fluorophenoxy)acetamido]bicyclo[1.1.1]pent-1-yl}-4-(4-methoxybenzene-1-sulfonyl)-3,4-dihydro-2H-1,4-benzoxazine-2-carboxamide